(cyclopropylmethyl)-2-(2-fluoro-5-(6-oxo-4-(trifluoromethyl)-1,6-dihydropyridine-3-carboxamido)-4-(cis-3,4,5-trimethylpiperazin-1-yl)phenyl)thiazole-4-carboxamide C1(CC1)CC1=C(N=C(S1)C1=C(C=C(C(=C1)NC(=O)C1=CNC(C=C1C(F)(F)F)=O)N1C[C@H](N([C@H](C1)C)C)C)F)C(=O)N